C1(=CC=C(C=C1)N(C1=CC=2C(C3=CC=CC=C3C2C=C1)(C)C)C1=CC=C(C=C1)C=1C=CC=2N(C3=CC=CC=C3C2C1)C1=CC=CC=C1)C1=CC=CC=C1 N-(biphenyl-4-yl)-N-[4-(9-phenyl-9H-carbazol-3-yl)phenyl]-9,9-dimethyl-9H-fluoren-2-amine